2-cyclopropyl-4-[(1S,4R,5R)-5-{[5-cyclopropyl-3-(2,6-dichlorophenyl)-1,2-oxazol-4-yl]methoxy}-3-oxo-2-azabicyclo[2.2.1]heptan-2-yl]benzoic acid C1(CC1)C1=C(C(=O)O)C=CC(=C1)N1[C@@H]2C[C@H]([C@H](C1=O)C2)OCC=2C(=NOC2C2CC2)C2=C(C=CC=C2Cl)Cl